(Z)-3-((4-chloro-1-methyl-1H-pyrazol-5-yl)methyl)-2-(3-(3-chloro-1H-pyrazol-4-yl)-2-fluoroallyl)isoindolin-1-one ClC=1C=NN(C1CC1N(C(C2=CC=CC=C12)=O)C/C(=C/C=1C(=NNC1)Cl)/F)C